C1(CCCC1)N1N=C(C=C1C1=C(C=CC=C1OC)F)C(=O)O 1-cyclopentyl-5-(2-fluoro-6-methoxyphenyl)-1H-pyrazole-3-carboxylic acid